ClC1=CC=C(C(=N1)C=1N=NN(N1)C)NC(C)C=1C=C(C=C2C(N(C=3N(C12)C=NC3C=3C=NC=CC3)C)=O)C 9-(1-((6-chloro-2-(2-methyl-2H-tetrazol-5-yl)pyridin-3-yl)amino)ethyl)-4,7-dimethyl-3-(pyridin-3-yl)imidazo[1,5-a]quinazolin-5(4H)-one